(2S,3S)-2-amino-3-(((S)-2-amino-3-methylbutanamido)methyl)-6-boronohexanoic Acid N[C@H](C(=O)O)[C@@H](CCCB(O)O)CNC([C@H](C(C)C)N)=O